ClC1=C(C=CC(=C1)N1C(=NN=C1)C)C(=O)N[C@@]1(CCC=2N(C3=CC=C(C=C3C2)C)C1)C1=CC=CC=C1 (7S)-7-({[2-Chloro-4-(3-methyl-4H-1,2,4-triazol-4-yl)phenyl]carbonyl}amino)-2-methyl-7-phenyl-6,7,8,9-tetrahydropyrido[1,2-a]indol